(R)-5-(((2-((5-methyl-6-oxo-5,6-dihydropyrido[2,3-b]pyrazin-3-yl)oxy)ethyl)amino)methyl)-3-(3-oxo-3,4-dihydro-2H-pyrazino[2,3-b][1,4]thiazin-6-yl)oxazolidin-2-one CN1C(C=CC=2C1=NC(=CN2)OCCNC[C@@H]2CN(C(O2)=O)C2=NC1=C(SCC(N1)=O)N=C2)=O